2-hydroxy-3-(2-propenyl-oxy)propanesulfonic acid OC(CS(=O)(=O)O)COCC=C